COC([C@@H](N[N+](=O)[O-])CCCNC(N)=N)=O Nitroarginine methyl ester